3-((4,4-bis(((Z)-oct-5-en-1-yl)oxy)butanoyl)oxy)-2-(hydroxymethyl)propyl (2-butyloctyl) adipate C(CCCCC(=O)OCC(CCCCCC)CCCC)(=O)OCC(COC(CCC(OCCCC\C=C/CC)OCCCC\C=C/CC)=O)CO